FC(C1=C2CCOC(C2=CC=C1)CN)(F)F 5-(trifluoromethyl)isochroman-1-yl-methanamine